(2S)-2-[(2-methyl-1-oxo-3,4-dihydroisoquinoline-3-carbonyl)amino]-3-phenylpropanoic acid CN1C(C2=CC=CC=C2CC1C(=O)N[C@H](C(=O)O)CC1=CC=CC=C1)=O